BrC1=C(C=NN(C1=O)C)N[C@@H]1C[C@@H](CN(C1)C)C1=CC=C(C=C1)CNC=1C=C2C(N(C(C2=CC1)=O)C1C(NC(CC1)=O)=O)=O 5-[[4-[(3R,5R)-5-[(5-bromo-1-methyl-6-oxo-pyridazin-4-yl)amino]-1-methyl-3-piperidyl]phenyl]methylamino]-2-(2,6-dioxo-3-piperidyl)isoindoline-1,3-dione